(4aR,8aS)-6-[3-[(2-chloro-4-fluoro-phenoxy)methyl]azetidine-1-carbonyl]-4,4a,5,7,8,8a-hexahydropyrido[4,3-b][1,4]oxazin-3-one ClC1=C(OCC2CN(C2)C(=O)N2C[C@@H]3[C@@H](OCC(N3)=O)CC2)C=CC(=C1)F